Hexadecyltrimethylammonium Chlorid [Cl-].C(CCCCCCCCCCCCCCC)[N+](C)(C)C